3-(4-chlorophenyl)-5-(3,4-dihydroxyphenyl)-4-hydroxy-1H-pyrazole ClC1=CC=C(C=C1)C1=NNC(=C1O)C1=CC(=C(C=C1)O)O